20-chloro-8,14-diphenyl-18-(trifluoromethylsulfonyloxy)-2,8,14-triazatetracyclo[13.3.1.13,7.19,13]heneicosane ClC1C2CCCC1N(C1CCCC(NC3C(CCC(N2C2=CC=CC=C2)C3)OS(=O)(=O)C(F)(F)F)C1)C1=CC=CC=C1